1-(3-cyanopropyl)-N-((5-phenyl-1,3,4-thiadiazol-2-yl)methyl)-1H-1,2,3-triazole-4-carboxamide C(#N)CCCN1N=NC(=C1)C(=O)NCC=1SC(=NN1)C1=CC=CC=C1